(R)-4-(2-(2-(6-(3-(1-(3-(1-methyl-4-(5-(pyridin-4-yl)-4H-1,2,4-triazol-3-yl)piperidin-4-ylamino)benzamido)ethyl)phenoxy)hexyloxy)ethoxy)ethoxy)butanoic acid CN1CCC(CC1)(C1=NN=C(N1)C1=CC=NC=C1)NC=1C=C(C(=O)N[C@H](C)C=2C=C(OCCCCCCOCCOCCOCCCC(=O)O)C=CC2)C=CC1